Cl.ClC1=CC(=C(C=C1)C1CCNCC1)F 4-(4-chloro-2-fluorophenyl)piperidine hydrochloride salt